CN(C=1C=C(OCCOCC2=NC=CC(=C2)N(CC2=CC=C(C=C2)N2CCOCC2)CC2=CC(=CC=C2)OC)C=CC1)C 2-((2-(3-(dimethylamino)phenoxy)ethoxy)methyl)-N-(3-methoxybenzyl)-N-(4-morpholinobenzyl)pyridin-4-amine